O1CCN(CC1)C=1C2=C(N=C(N1)C=1C=C(C=CC1)CO)C=CS2 (3-(4-morpholinothieno[3,2-d]pyrimidin-2-yl)phenyl)methanol